3-((4-(N-(2-(4-aminophenoxy)-4-bromobenzoyl)sulfamoyl)-2-nitrophenyl)amino)propanoic acid NC1=CC=C(OC2=C(C(=O)NS(=O)(=O)C3=CC(=C(C=C3)NCCC(=O)O)[N+](=O)[O-])C=CC(=C2)Br)C=C1